1-(Allyloxy)-5-bromo-2-chloro-4-nitrobenzene C(C=C)OC1=C(C=C(C(=C1)Br)[N+](=O)[O-])Cl